4,4,4-trifluoro-2-(4-nitropyrazol-1-yl)-N-(2,2,2-trifluoroethyl)butanamide FC(CC(C(=O)NCC(F)(F)F)N1N=CC(=C1)[N+](=O)[O-])(F)F